C(CCSCCC(=O)O)(=O)O Monothiodipropionic acid